(2S,4S)-4-[[6-[3-[3-[benzyloxycarbonyl(methyl)amino]-4-tert-butoxy-4-oxo-butyl]-2-methyl-benzimidazol-4-yl]-2-pyridyl]amino]-1-tert-butoxycarbonyl-pyrrolidine-2-carboxylic acid C(C1=CC=CC=C1)OC(=O)N(C(CCN1C(=NC2=C1C(=CC=C2)C2=CC=CC(=N2)N[C@H]2C[C@H](N(C2)C(=O)OC(C)(C)C)C(=O)O)C)C(=O)OC(C)(C)C)C